Di-2-pyridylketone 4-cyclohexyl-4-methyl-3-thiosemicarbazone hydrochloride CN(C1CCCCC1)C(=S)NN=C(C2=CC=CC=N2)C3=CC=CC=N3.Cl